6-(3-azabicyclo[3.1.0]hexane-3-yl)-N-(2-((R)-4-cyanothiazolidin-3-yl)-2-oxoethyl)-quinoline-4-carboxamide C12CN(CC2C1)C=1C=C2C(=CC=NC2=CC1)C(=O)NCC(=O)N1CSC[C@H]1C#N